C(C)C(CN(CC(CCCC)CC)C(C)O)CCCC bis(2-ethylhexyl)aminoethanol